C(C)OC(=O)C=1C(=NC2=C(C(=C(C=C2C1O)Cl)Br)F)O 7-Bromo-6-chloro-8-fluoro-2,4-dihydroxyquinoline-3-carboxylic acid ethyl ester